CC=1N=C(C2=CC=CC=C2C1)C(C)(C)N 2-(3-methylisoquinolin-1-yl)propan-2-amine